CN1N=CN=C1C(=O)N1[C@@H](C2=C(CC1)NC=N2)C=2SC1=C(N2)C(=CC=C1)C(F)(F)F (S)-(1-methyl-1H-1,2,4-triazol-5-yl)(4-(4-(trifluoromethyl)benzo[d]thiazol-2-yl)-6,7-dihydro-1H-imidazo[4,5-c]pyridin-5(4H)-yl)methanone